N(=[N+]=[N-])C[C@@H]([C@H]([C@@H](CO)NC(OC(C)(C)C)=O)O)C1CC1 tert-butyl [(1R,2R,3S)-4-azido-3-cyclopropyl-2-hydroxy-1-(hydroxymethyl)butyl]carbamate